C1(CCCC1)OC=1C=C(C=CC1)SC=1N=NNC1 4-((3-(cyclopentyloxy)phenyl)thio)-1H-1,2,3-triazole